BrC1=C(C(=O)C2(CCC(CC2)C[C@H](C)NC(OC(C)(C)C)=O)O[Si](C)(C)C)C=CC(=C1)C#N tert-butyl ((S)-1-(cis-4-(2-bromo-4-cyanobenzoyl)-4-((trimethylsilyl)oxy)cyclohexyl)propan-2-yl)carbamate